dimercaptoethanesulfonic acid SC(C)(S(=O)(=O)O)S